CN(C=1N=CC(=NC1)CC(=O)O)CCCOC1=C(C2=C(C(=NO2)C(F)(F)F)C=C1)CCC 2-(5-(methyl(3-((7-propyl-3-(trifluoromethyl)benzo[d]isoxazol-6-yl)oxy)propyl)amino)pyrazin-2-yl)acetic acid